C(#N)C(C(=O)O\N=C(\C=1C(=CC2=C(NC([C@H](CS2)NC(=O)OC(C)(C)C)=O)C1)F)/N)(C)C [(Z)-[amino-[(3R)-3-(tert-butoxycarbonylamino)-8-fluoro-4-oxo-3,5-dihydro-2H-1,5-benzothiazepin-7-yl]methylene]amino] 2-cyano-2-methyl-propanoate